3-[3-[4-(bromomethyl)phenyl]-2-chloro-phenyl]piperidine-2,6-dione BrCC1=CC=C(C=C1)C=1C(=C(C=CC1)C1C(NC(CC1)=O)=O)Cl